L-S-(4-methoxybenzyl)-L-cysteine COC1=CC=C(CSC[C@H](N)C(=O)O)C=C1